FC(OC=1C=C(C=CC1)N1C(NC2=C1C=CC(=C2)C(=O)OC)=O)F methyl 1-(3-(difluoromethoxy)phenyl)-2-oxo-2,3-dihydro-1H-benzo[d]imidazole-5-carboxylate